4,4'-(6-chloro-1,3,5-triazine-2,4-diyl)dimorpholine ClC1=NC(=NC(=N1)N1CCOCC1)N1CCOCC1